C[N+](C(C)C)(C(C)C)C.FC(C(C(C(F)(F)F)(F)F)(F)F)(S(=O)(=O)[O-])F perfluorobutanesulphonic acid dimethyldiisopropylammonium salt